BrC1=NN(C(=C1C(=O)N)NC)[C@@H]1CN([C@H](C1)COC)C(C=C)=O 3-bromo-1-[(3S,5R)-5-(methoxymethyl)-1-(prop-2-enoyl)pyrrolidin-3-yl]-5-(methylamino)pyrazole-4-carboxamide